2-(4-(4-amino-3-methoxyphenyl)piperazin-1-yl)ethan-1-ol NC1=C(C=C(C=C1)N1CCN(CC1)CCO)OC